sodium (R)-3-hydroxybutyrate O[C@@H](CC(=O)[O-])C.[Na+]